BrC=1C=C(SC1)CNC=1NC(C=2NC=NC2N1)=O (4-bromothienylmethyl)guanine